ClC1=C(C=NC=C1C1=NNC=C1)C=O [4-chloro-5-(1H-pyrazol-3-yl)pyridin-3-yl]methanone